2,6-bis(2,6-dimethylphenyl)phenylphosphine CC1=C(C(=CC=C1)C)C1=C(C(=CC=C1)C1=C(C=CC=C1C)C)P